(3R)-1-(2-ethyl-6-(1-methyl-5-(((tetrahydro-2H-pyran-2-yl) oxy) methyl)-1H-pyrazol-4-yl) pyridin-3-yl) acetate C(C)(=O)OC=1C(=NC(=CC1)C=1C=NN(C1COC1OCCCC1)C)CC